C(C)C1=NC(=C2N1CCN(C2)C(C)=O)C=2C=CC=C1C=C(N=CC21)O[Si](C(C)C)(C(C)C)C(C)C 1-(3-ethyl-1-(3-((triisopropylsilyl)oxy)isoquinolin-8-yl)-5,6-dihydroimidazo[1,5-a]pyrazin-7(8H)-yl)ethan-1-one